C12CCC(CC1)(CC2)N.[Si] silicon bicyclo[2.2.2]octan-4-amine